FC1=C(C(=CC=C1)F)C1=CC=CC2=C1C(=NO2)N2C(N1[C@H](C2)C[C@@H](C1)NS(=O)(=O)C1CC1)=O N-{(6S,7aS)-2-[4-(2,6-difluorophenyl)-1,2-benzoxazol-3-yl]-3-oxohexahydro-1H-pyrrolo[1,2-c]imidazol-6-yl}cyclopropanesulfonamide